3-(3-(2-methoxyethoxy)-5-(methylsulfonylamino)phenyl)-1-methyl-1H-pyrrole COCCOC=1C=C(C=C(C1)NS(=O)(=O)C)C1=CN(C=C1)C